5-(trifluoromethyl)pyridin-3-ylurea FC(C=1C=C(C=NC1)NC(=O)N)(F)F